N(=[N+]=[N-])[C@@H]1[C@H](C[C@@H](N(C1)C(=O)[O-])C)O (2S,4S,5S)-5-Azido-4-hydroxy-2-methylpiperidine-1-carboxylate